1-(4-sulfamoylphenyl)-9H-pyrido[3,4-b]indole-3-carboxylic acid S(N)(=O)(=O)C1=CC=C(C=C1)C1=NC(=CC2=C1NC1=CC=CC=C21)C(=O)O